C(C)(C)(C)C1=C(OC2=CC=C(C=N2)N)C=CC=C1 6-(tert-butylphenoxy)pyridin-3-amine